O=C1NC(CCC1NC1=CC=C(C=C1)N1CCC(CC1)CC(=O)O)=O 2-[1-[4-[(2,6-dioxo-3-piperidyl)amino]phenyl]-4-piperidyl]acetic acid